(2S,4R)-4-fluoro-1-[3-(1H-imidazol-1-yl)-2-methylpropanoyl]-N-[(S)-phenyl[4-(propan-2-yl)phenyl]methyl]pyrrolidine-2-carboxamide F[C@@H]1C[C@H](N(C1)C(C(CN1C=NC=C1)C)=O)C(=O)N[C@H](C1=CC=C(C=C1)C(C)C)C1=CC=CC=C1